tert-butyl (4-bromohexyl)carbamate BrC(CCCNC(OC(C)(C)C)=O)CC